1-[3-[7,7-difluoro-2-[(2S)-2-methylazetidin-1-yl]-5,6-dihydrocyclopenta[d]pyrimidin-4-yl]phenyl]iminothiolane 1-oxide FC1(CCC2=C1N=C(N=C2C=2C=C(C=CC2)N=S2(CCCC2)=O)N2[C@H](CC2)C)F